methylsulfamic acid CNS(O)(=O)=O